1-[(4-amino-1H-imidazo[4,5-c]quinolin-1-yl)methyl]cyclopentanol NC1=NC=2C=CC=CC2C2=C1N=CN2CC2(CCCC2)O